CC1(CC(NC(C1)=O)=O)C 4,4-dimethyl-2,6-dioxopiperidine